2-ethyl-hexanoic acid-N-(2-hydroxypropyl)-N,N,N-trimethyl-ammonium salt OC(C[N+](C)(C)C)C.C(C)C(C(=O)[O-])CCCC